5-bromo-3-((2-(ethylamino)pyridin-4-yl)methoxy)pyrazin-2-amine BrC=1N=C(C(=NC1)N)OCC1=CC(=NC=C1)NCC